ClC1=C(C=O)C(=CC=N1)Cl 2,4-dichloronicotinaldehyde